C(C1=CC=CC=C1)NCCCC[C@H](NC)C(=O)O N'-benzyl-N-methyl-lysine